1-({5'-chloro-7'-oxo-7',8'-dihydro-6'H-spiro[cyclohexane-1,9'-furo[2,3-f]quinazoline]-2'-yl}carbonyl)piperidine-4-carbonitrile ClC=1C=C2C(=C3C4(NC(NC13)=O)CCCCC4)OC(=C2)C(=O)N2CCC(CC2)C#N